C(C)(=O)NCC1=CC(=CNC1=O)C(=O)N1C(CN(CC1)C(C(=O)NC1=NC=C(C=C1)OC1=CC=C(C=C1)F)=C)(C)C 2-(4-(5-(acetamidomethyl)-6-oxo-1,6-dihydropyridine-3-carbonyl)-3,3-dimethylpiperazin-1-yl)-N-(5-(4-fluorophenoxy)pyridin-2-yl)propenamide